NC1=NN2C(N=C(C=C2)N2C(=CCC2)C=2C(=NC=C(C2)F)OC)=C1C=O (R)-2-amino-5-(2-(5-fluoro-2-methoxypyridin-3-yl)pyrrolin-1-yl)pyrazolo[1,5-a]pyrimidine-3-carbaldehyde